phenyl-(cyclohexyloxy-L-alanyl)phosphoryl chloride C1(=CC=CC=C1)P(=O)(C([C@@H](NOC1CCCCC1)C)=O)Cl